1-(tert-butyl) 3-methyl 5,5-difluoro-2-oxopiperidine-1,3-dicarboxylate FC1(CC(C(N(C1)C(=O)OC(C)(C)C)=O)C(=O)OC)F